COCOC1=C(C=CC=C1)C=1C=C2C(=NN1)NC[C@@H]1N2CCN(C1)C1=NC=C(C=N1)N1C[C@@H](N(CC1)C(=O)OC(C)(C)C)C (S)-tert-butyl 4-(2-((S)-2-(2-(methoxymethoxy)phenyl)-6a,7,9,10-tetrahydro-5H-pyrazino[1',2':4,5]pyrazino[2,3-c]pyridazin-8(6H)-yl)pyrimidin-5-yl)-2-methylpiperazine-1-carboxylate